4-(imidazo[1,2-a]pyrazin-6-yl)-N-(3-(trifluoromethyl)phenyl)pyrimidin-2-amine N=1C=CN2C1C=NC(=C2)C2=NC(=NC=C2)NC2=CC(=CC=C2)C(F)(F)F